5-(piperazin-1-yl)pyridinamide hydrochloride Cl.N1(CCNCC1)C=1C=CC(=NC1)C(=O)N